8-(2,7-diazaspiro[4.5]decan-7-yl)naphthalene C1NCCC12CN(CCC2)C=2C=CC=C1C=CC=CC21